FC1=CC(=C(OC=2C(=NC=NC2)N2CC3(CCN(C3)CC3=CC4=C(N(C(N4)=O)C)C=C3)CC2)C=C1)C=1C(=NC=NC1)C(C)C 5-((7-(5-(4-fluoro-2-(4-isopropylpyrimidin-5-yl)phenoxy)pyrimidin-4-yl)-2,7-diazaspiro[4.4]nonan-2-yl)methyl)-1-methyl-1,3-dihydro-2H-benzo[d]imidazol-2-one